C(C1=CC=CC=C1)NC(=O)NC1=NC=C(C=C1)Br 1-benzyl-3-(5-bromopyridin-2-yl)urea